N,N-diethyl-2-chloro-propylamine hydrochloride Cl.C(C)N(CC)CC(C)Cl